4-(4-((tert-butoxycarbonyl)amino)piperidine-1-carbonyl)benzoic acid C(C)(C)(C)OC(=O)NC1CCN(CC1)C(=O)C1=CC=C(C(=O)O)C=C1